CC=1C=C(C=CC1C(F)(F)F)O 3-methyl-4-(trifluoromethyl)phenol